BrC1=CC=C(C=C1)C#CC1=CC=C(C=C1)Br 1,2-bis(4-bromophenyl)acetylene